CN(C(/C=C/CC[C@@H](C(=O)NC=1C(N(C=CC1)CC=1NC2=C(C=CC=C2C1)CC(C)C)=O)NC(OC)=O)=O)C methyl (S,E)-(7-(dimethylamino)-1-((1-((7-isobutyl-1H-indol-2-yl)methyl)-2-oxo-1,2-dihydropyridin-3-yl)amino)-1,7-dioxohept-5-en-2-yl)carbamate